CN1CCC2(CC1)CC(C1=CC=C(C=C12)C1=CNC2=NC=C(C=C21)CN2CCN(CC2)C)=O 1'-methyl-6-(5-((4-methylpiperazin-1-yl)methyl)-1H-pyrrolo[2,3-b]pyridin-3-yl)spiro[indene-1,4'-piperidin]-3(2H)-one